4-(1-(2-(tert-butoxycarbonyl)-2-azaspiro[3.3]heptan-6-yl)-4-(5-chloro-6-methyl-1H-indazol-4-yl)-5-methyl-1H-pyrazol-3-yl)benzoic acid C(C)(C)(C)OC(=O)N1CC2(C1)CC(C2)N2N=C(C(=C2C)C2=C1C=NNC1=CC(=C2Cl)C)C2=CC=C(C(=O)O)C=C2